OC1=CC=C(C=C1)CCC(=O)NC1=C(C(=O)O)C=CC=C1 2-{[3-(4-hydroxyphenyl)propionyl]amino}benzoic acid